1,15-dichloro-7-pentadecene ClCCCCCCC=CCCCCCCCCl